((7-methoxyquinolin-4-yl)oxy)-N'-(6-morpholinyl-1,2,4,5-tetrazin-3-yl)acetohydrazide COC1=CC=C2C(=CC=NC2=C1)OCC(=O)NNC=1N=NC(=NN1)N1CCOCC1